CC1=CC=2N(C=C1N)N=CN2 7-methyl-[1,2,4]triazolo[1,5-a]pyridine-6-amine